C(C)(=O)O[C@@H]1C[C@@H](N(CC1)C1=NC=C(C=C1NC(=O)C=1OC(=CC1)C1=CC=NC=C1)C(F)(F)F)C (2S,4S)-2-methyl-1-(3-(5-(pyridin-4-yl)furan-2-carboxamido)-5-(trifluoromethyl)pyridin-2-yl)piperidin-4-yl acetate